OCC(=O)N1CC=2C(=NC=3C(=C(C(=CC3C2C1)OC)Cl)Cl)Cl 2-hydroxy-1-(4,6,7-trichloro-8-methoxy-1,3-dihydro-2H-pyrrolo[3,4-c]quinolin-2-yl)ethan-1-one